(R)-6-chloro-2-(6-(3-methoxypyrrolidin-1-yl)pyridin-3-yl)thiazolo[4,5-c]pyridine ClC1=CC2=C(C=N1)N=C(S2)C=2C=NC(=CC2)N2C[C@@H](CC2)OC